CYCLOHEXYL-N-METHYLPROPANAMIDE C1(CCCCC1)C(C(=O)NC)C